6-isopropenyl-3-methyl-3,9-decadienyl acetate C(C)(=O)OCCC(=CCC(CCC=C)C(=C)C)C